1-(3-(4-((4-amino-7-isopropyl-5-(4-phenoxyphenyl)-7H-pyrrolo[2,3-d]pyrimidin-6-yl)ethynyl)piperidin-1-yl)azetidin-1-yl)propan-1-one NC=1C2=C(N=CN1)N(C(=C2C2=CC=C(C=C2)OC2=CC=CC=C2)C#CC2CCN(CC2)C2CN(C2)C(CC)=O)C(C)C